FC(C=1C=C(C=CC1)C1=CC=C(C=C1)[C@@H]1[C@H](C1)N[C@@H]1CC[C@@H](CC1)N)(F)F (Cis)-N1-((1S,2R)-2-(3'-(Trifluoromethyl)-[1,1'-biphenyl]-4-yl)cyclopropyl)cyclohexan-1,4-diamin